tert-Butyl N-(4-chloro-3-cyano-7-fluoro-thieno[3,2-c]pyridin-2-yl)carbamate Ethyl-N-(3-cyano-7-fluoro-thieno[3,2-c]pyridin-2-yl)carbamate C(C)OC(NC1=C(C=2C=NC=C(C2S1)F)C#N)=O.ClC1=NC=C(C2=C1C(=C(S2)NC(OC(C)(C)C)=O)C#N)F